[1,3]thiazol S1C=NC=C1